ClC=1C=CC=C2[C@H](CCOC12)NC(=O)NC1=NN(C=C1)C1=C(C=CC=C1)S(=O)(=O)C 1-[(4S)-8-chlorochroman-4-yl]-3-[1-(2-methylsulfonylphenyl)pyrazol-3-yl]urea